Titanium propylene dioleate C(CCCCCCC\C=C/CCCCCCCC)(=O)OCC(C)OC(CCCCCCC\C=C/CCCCCCCC)=O.[Ti]